FC1=C(C2=C(CN(S2)C)C=C1)C(F)F 6-fluoro-2-methyl-7-difluoromethylbenzo[d]isothiazole